ClC1=C(C=C(C(=C1NC=1C(=C2C(N(C=NC2=CC1)C)=O)F)F)F)NS(=O)(=O)N1C[C@@H](CC1)F (R)-N-(2-chloro-4,5-difluoro-3-((5-fluoro-3-methyl-4-oxo-3,4-dihydroquinazolin-6-yl)amino)phenyl)-3-fluoropyrrolidine-1-sulfonamide